N-(3-hydroxybicyclo[1.1.1]pentan-1-yl)-2-oxo-2-(3,3,7,7-tetrafluoro-4-hydroxy-1-azaspiro[4.4]nonan-1-yl)acetamide OC12CC(C1)(C2)NC(C(N2CC(C(C21CC(CC1)(F)F)O)(F)F)=O)=O